ClC=1C=C(C=CC1)N[C@H](C)C=1SC(=CN1)C(=O)N[C@H](C(=O)NC1CC1)CC1CCCC1 (2S)-2-({2-[(1R)-1-[(3-chlorophenyl)amino]ethyl]-1,3-thiazol-5-yl}formamido)-3-cyclopentyl-N-cyclopropylpropanamide